O=C1N(C(C2=CC=CC=C12)=O)CCCCCCCCCCCN(C(=O)C1CN(CCC1)C1=CN=CC2=CC=CC=C12)C=1C=CC(N(C1)CC(=O)O)=O 2-(5-(N-(11-(1,3-dioxoisoindolin-2-yl)undecyl)-1-(isoquinolin-4-yl)piperidine-3-carboxamido)-2-oxopyridin-1(2H)-yl)acetic acid